C(C(C)C)(=O)NC=1NC(C=2N=CN([C@H]3C[C@H](OC(CC(=O)[O-])C(=O)[O-])[C@@H](COC(C4=CC=C(C=C4)OC)(C4=CC=C(C=C4)OC)C4=CC=CC=C4)O3)C2N1)=O N2-isobutyryl-5'-O-(4,4'-dimethoxytrityl)-2'-deoxyguanosine-3'-O-succinate